OC1=C(C2=CC=CC=C2C=C1)C=1NC=C(N1)C 2-(2-hydroxynaphthalen-1-yl)-4(s)-methylimidazole